methyl 4-[tert-butoxycarbonyl(prop-2-ynyl)amino]-3-ethoxy-benzoate C(C)(C)(C)OC(=O)N(C1=C(C=C(C(=O)OC)C=C1)OCC)CC#C